BrC1=NC=C(C=N1)OC(CO)(F)F 2-(2-bromopyrimidin-5-yl)oxy-2,2-difluoro-ethanol